2-(2-fluoro-4-(2-((5-(2-hydroxy-2-methylpropoxy)benzo[d]thiazol-2-yl)amino)-2-oxoethyl)phenoxy)nicotinamide FC1=C(OC2=C(C(=O)N)C=CC=N2)C=CC(=C1)CC(=O)NC=1SC2=C(N1)C=C(C=C2)OCC(C)(C)O